NC(C(=O)O)CC=1C=NC=C(C1)Cl 2-amino-3-(5-chloropyridin-3-yl)propanoic acid